tert-butyl 4-methyl-6,7-dihydrothiazolo[4,5-c]pyridine-5(4H)-carboxylate CC1N(CCC2=C1N=CS2)C(=O)OC(C)(C)C